C(C1=CC=CC=C1)C=1C=2N(C=C(N1)C1=CC=CC=C1)C(=C(N2)CC=2OC(=C(C2)CC)C)CC(=O)[O-] 8-Benzyl-2-((4-ethyl-5-methylfuran-2-yl)methyl)-6-phenylimidazo[1,2-a]pyrazin-3-yl-acetat